4-Ethyl-6-[[(3R)-1-ethyl-3-piperidyl]amino]-3-[2-hydroxy-4-(trifluoromethyl)phenyl]-1,2,4-triazin-5-on C(C)N1C(=NN=C(C1=O)N[C@H]1CN(CCC1)CC)C1=C(C=C(C=C1)C(F)(F)F)O